CCC(=O)N(C(=O)NC=1C=C2C(=CNC2=CC1)C1CC2CCCCN2CC1)C1=CC=CC=C1 N-(3-propanoyl)phenyl-N'-(3-(octahydro-2H-quinolizin-2-yl)-1H-indol-5-yl)urea